C(C)(C)(C)OC(=O)N1C(CCC(C1)OS(=O)(=O)C)C(=O)OCC1=CC=CC=C1 5-methylsulfonyloxypiperidine-1,2-dicarboxylic acid O2-Benzyl O1-tert-butyl ester